C(C)N(C(=O)C1CNCCC1)CC N,N-diethyl-3-piperidinecarboxamide